CN(N=C(C)C)/C=C/C(=O)OCC ethyl (2E)-3-[1-methyl-2-(propan-2-ylidene)hydrazinyl]prop-2-enoate